((5-iodo-1-methyl-1H-1,2,4-triazol-3-yl)methoxy)methyl-6-(trifluoromethyl)nicotinic acid IC1=NC(=NN1C)COCC1=C(C(=O)O)C=CC(=N1)C(F)(F)F